N-(6-Morpholino-1-oxo-2-tetrahydropyran-4-yl-isoindolin-5-yl)pyrazolo[1,5-a]pyrimidine-3-carboxamide O1CCN(CC1)C1=C(C=C2CN(C(C2=C1)=O)C1CCOCC1)NC(=O)C=1C=NN2C1N=CC=C2